tert-Butyl (tert-butoxycarbonyl)(5-(6-(difluoromethyl)picolinamido)-4-isopropoxypyrimidin-2-yl)carbamate C(C)(C)(C)OC(=O)N(C(OC(C)(C)C)=O)C1=NC=C(C(=N1)OC(C)C)NC(C1=NC(=CC=C1)C(F)F)=O